N1=CN=CC(=C1)NC(=O)C1=CC2=C(S1)C=CC=C2C=2C=C1C(=NC2)NC=C1 N-(pyrimidin-5-yl)-4-(1H-pyrrolo[2,3-b]pyridin-5-yl)benzo[b]thiophene-2-carboxamide